6-METHOXY-2-(TRIFLUOROMETHYL)PYRIDINE-3-BORONIC ACID COC1=CC=C(C(=N1)C(F)(F)F)B(O)O